N-(4-((2-(1,1-difluoroethyl)-6-methylpyrimidin-4-yl)amino)-5-(5-methyl-5,6-dihydro-4H-pyrrolo[3,4-d]thiazol-2-yl)pyridin-2-yl)acetamide FC(C)(F)C1=NC(=CC(=N1)NC1=CC(=NC=C1C=1SC2=C(N1)CN(C2)C)NC(C)=O)C